C(C)(C)(C)OC(=O)NC1=CC=C(OC2CC(C2)C(=O)OC)C=C1 methyl 3-{4-[(tert-butoxycarbonyl)amino]phenoxy}cyclobutane-1-carboxylate